4-((2,4-dichloro-5-methoxyphenyl)amino)-7-(3-(4-((2-(2,6-dioxopiperidin-3-yl)-7-fluoro-1-oxoisoindolin-5-yl)methyl)piperazin-1-yl)propoxy)-6-methoxyquinoline-3-carbonitrile ClC1=C(C=C(C(=C1)Cl)OC)NC1=C(C=NC2=CC(=C(C=C12)OC)OCCCN1CCN(CC1)CC=1C=C2CN(C(C2=C(C1)F)=O)C1C(NC(CC1)=O)=O)C#N